ClC=1C(=NC(=NC1)NC1=CC=NC=C1)NC1=C(C=CC=C1)P(C)(C)=O (2-((5-Chloro-2-(pyridine-4-ylamino)pyrimidin-4-yl)amino)phenyl)dimethylphosphine oxide